O=CCCCCCCC oxo-octane